BrCC1=CC=C(C=C1)C1=CC=CC=2N1N=C(N2)[N-]C2CC2 N-{5-[4-(bromomethyl)phenyl]-[1,2,4]triazolo[1,5-a]pyridin-2-yl}cyclopropylamide